2-(4-ethyl-6-bromo-1-oxo-phthalazin-2-yl)acetic acid C(C)C1=NN(C(C2=CC=C(C=C12)Br)=O)CC(=O)O